OCC(CO)(CO)CO 2,2-bishydroxymethyl-1,3-propanediol